ethyl-2-[(6R)-6-[4-(3-pyrazin-2-yl-2-pyridyl)piperazin-1-yl]-2-azaspiro[3.4]octan-2-yl]oxazole C(C)C=1N=C(OC1)N1CC2(C1)C[C@@H](CC2)N2CCN(CC2)C2=NC=CC=C2C2=NC=CN=C2